BrC=1N=C2N(N1)[C@@H](C[C@H]2F)C2=C(C=CC=C2)C (5s,7r)-2-bromo-7-fluoro-5-(o-tolyl)-6,7-dihydro-5H-pyrrolo[1,2-b][1,2,4]triazole